4-Chloro-3-fluorobenzimidohydrazide hydrochloride salt Cl.ClC1=C(C=C(C(NN)=N)C=C1)F